CC1(CC=2N(N=CC2C2=CC(=NC=C2)NC(=O)C2CC(C2)O)C1)C N-(4-(5,5-dimethyl-5,6-dihydro-4H-pyrrolo[1,2-b]pyrazol-3-yl)pyridin-2-yl)-3-hydroxycyclobutanecarboxamide